N-{2-chloro-6-[4-(propan-2-yl)piperazin-1-yl]phenyl}-4-(5-cyclopropyl-1,2,4-oxadiazol-3-yl)-4-methylpiperidine-1-carboxamide ClC1=C(C(=CC=C1)N1CCN(CC1)C(C)C)NC(=O)N1CCC(CC1)(C)C1=NOC(=N1)C1CC1